N1=C(NC2=C1C=CC=C2)SSC=2NC1=C(N2)C=CC=C1 di(benzoimidazol-2-yl) disulfide